6-(4-chlorobenzyl)-8-(morpholin-4-yl)-2-(morpholin-4-ylcarbonyl)-2,6-dihydroimidazo[1,2-c]pyrido[2,3-e]pyrimidin-5(3H)-one ClC1=CC=C(CN2C(N3C(C4=C2C=C(C=N4)N4CCOCC4)=NC(C3)C(=O)N3CCOCC3)=O)C=C1